2-((6-chloro-2,3-dihydrobenzofuran-5-yl)amino)-7-methyl-9-(piperidin-4-yl)-7,9-dihydro-8H-purin-8-one ClC1=CC2=C(CCO2)C=C1NC1=NC=C2N(C(N(C2=N1)C1CCNCC1)=O)C